methyl 4-[3-(tert-butoxycarbonylamino)propyl-methyl-amino]butanoate C(C)(C)(C)OC(=O)NCCCN(CCCC(=O)OC)C